CC(CCC=CC(=O)O)C(C)C 6,7-dimethyl-2-octenoic acid